3-(furan-2-yl)-3-oxopropanoic acid ethyl ester C(C)OC(CC(=O)C=1OC=CC1)=O